6-dibutylamino-1,8-diazabicyclo[5.4.0]-undec-7-ene C(CCC)N(C1CCCCN2CCCN=C12)CCCC